methyl 6-(dimethylamino)-2-methyl-6-oxo-hexanoate CN(C(CCCC(C(=O)OC)C)=O)C